FC=1C(=C(C=CC1F)NC1=C(C(=O)O)C=C(C=C1)C(F)(F)F)C 2-((3,4-difluoro-2-methylphenyl)amino)-5-(trifluoromethyl)-benzoic acid